C(C)OC1=CC=C(C=C1)C1=CN=CC(=N1)C(=O)NOCC1=CC(=CC=C1)O 6-(4-ethoxyphenyl)-N-((3-hydroxybenzyl)oxy)pyrazine-2-carboxamide